2,2'-azobis-(2-methyl-N-[1,1-bis(hydroxymethyl)-2-hydroxyethyl]propionamide) N(=NC(C(=O)NC(CO)(CO)CO)(C)C)C(C(=O)NC(CO)(CO)CO)(C)C